(12-([1,1':4',1''-terphenyl]-4-yl)-12H-benzo[4,5]thieno[2,3-a]carbazol-3-yl)boronic acid C1(=CC=C(C=C1)N1C=2C=CC(=CC2C=2C=CC3=C(C12)SC1=C3C=CC=C1)B(O)O)C1=CC=C(C=C1)C1=CC=CC=C1